BrC(C(=O)OCC)CC(C)(C)F ethyl 2-bromo-4-fluoro-4-methylpentanoate